ClC1=CC=C(CC2C(N(CCC2)C2=CC=C(C=C2)C2=CC=NC=C2)=O)C=C1 3-(4-chlorobenzyl)-1-(4-(pyridin-4-yl)phenyl)piperidin-2-one